4-bromo-1,2-dideuteriooxy-benzene BrC1=CC(=C(C=C1)O[2H])O[2H]